C(C1=CC=CC=C1)N1C=C(C2=CC(=CC=C12)NC(=O)NC1=CC=CC=C1)C 1-(1-benzyl-3-methyl-1H-indol-5-yl)-3-phenylurea